OC1=CC(=C(C=C1)NS(=O)(=O)C=1C=C(C=CC1OC)C1=C(N=C(S1)NC(=O)C1CCCC1)C)C N-[5-[3-[(4-hydroxy-2-methylphenyl)sulfamoyl]-4-methoxyphenyl]-4-methyl-thiazol-2-yl]cyclopentanecarboxamide